tert-butyl 4-((4-(5-(2-ethylphenoxy)pentyl)phenyl)carbamoyl)piperazine-1-carboxylate C(C)C1=C(OCCCCCC2=CC=C(C=C2)NC(=O)N2CCN(CC2)C(=O)OC(C)(C)C)C=CC=C1